NC1=C(C=C2C(=N1)C(C=1C(=CC=CC1O2)Cl)=O)OC=2C=CC(=NC2)N2CCN(CC2)C(=O)OC(C)(C)C tert-butyl 4-(5-((2-amino-9-chloro-10-oxo-10H-chromeno[3,2-b]pyridin-3-yl)oxy)pyridin-2-yl)piperazine-1-carboxylate